NC(C(=O)OCC(COC(C(CC1=CC=CC=C1)N)=O)(C)COC(C(CC1=CC=CC=C1)N)=O)CC1=CC=CC=C1 [3-(2-amino-3-phenyl-propanoyl)oxy-2-[(2-amino-3-phenyl-propanoyl)oxymethyl]-2-methyl-propyl]2-amino-3-phenyl-propanoate